IC1=CC(=NC(=C1)N1CCOCC1)NC(C)C 4-iodo-N-isopropyl-6-(morpholin-4-yl)pyridin-2-amine